[Pd].[Ni].[Sb].[Sn] tin antimony nickel palladium